N-(4-((6-(4-isopropylpiperidin-1-yl)-2-methylpyridin-3-yl)amino)benzyl)-2,4-dioxoimidazolidine-1-carboxamide C(C)(C)C1CCN(CC1)C1=CC=C(C(=N1)C)NC1=CC=C(CNC(=O)N2C(NC(C2)=O)=O)C=C1